O=C1NC(CC[C@@H]1N1C(C2=CC=CC(=C2C1=O)OCC(=O)N1CCN(CC1)C1=CC=C(C=C1)NC1=C2N=CN(C2=NC=N1)C1CC(C1)NC(C1=NC(=CC=C1)C)=O)=O)=O N-((1s,3s)-3-(6-((4-(4-(2-((2-(2,6-dioxopiperidin-3-yl)-1,3-dioxoisoindolin-4-yl)oxy)acetyl)piperazin-1-yl)phenyl)amino)-9H-purin-9-yl)cyclobutyl)-6-methylpicolinamide